CN1C(=CC=C1C)C#N 1,5-dimethylpyrrole-2-carbonitrile